N-[2-(diethylamino)ethyl]-5-[(Z)-(5-fluoro-2-oxo-1,2-dihydro-3H-indol-3-ylidene)methyl]-2,4-dimethyl-1H-pyrrole-3-carboxamide C(C)N(CCNC(=O)C1=C(NC(=C1C)\C=C\1/C(NC2=CC=C(C=C12)F)=O)C)CC